(4-(4,6-di(pyridine-4-yl)-1,3,5-triazin-2-yl)phenyl)boronic acid N1=CC=C(C=C1)C1=NC(=NC(=N1)C1=CC=NC=C1)C1=CC=C(C=C1)B(O)O